3,5-difluoro-2-formylbenzoic acid FC=1C(=C(C(=O)O)C=C(C1)F)C=O